FC1=C(C(=CC=C1\C=C\1/CNCCC1)O)N1CC(NS1(=O)=O)=O (Z)-5-(2-fluoro-6-hydroxy-3-(piperidin-3-ylidenemethyl)phenyl)-1,2,5-thiadiazolidin-3-one 1,1-dioxide